O[C@@H]1C[C@H](N(C1)C(=O)[C@H](C(C)(C)C)NC(CCCCCCCCCCCC(=O)O)=O)C(N[C@@H](C)C1=CC=C(C=C1)C1=C(N=CS1)C)=O 13-[[(1S)-1-[(2S,4R)-4-hydroxy-2-[[(1S)-1-[4-(4-methylthiazol-5-yl)phenyl]ethyl]carbamoyl]pyrrolidine-1-carbonyl]-2,2-dimethyl-propyl]amino]-13-oxo-tridecanoic acid